5-methoxy-2H-indazol-6-amine COC1=CC2=CNN=C2C=C1N